((6-benzyl-5-methyl-5,6-dihydro-2,6-naphthyridin-3-yl)methyl)carbamic acid tert-butyl ester C(C)(C)(C)OC(NCC=1N=CC=2C=CN(C(C2C1)C)CC1=CC=CC=C1)=O